5-(2,4-difluorophenyl)-N-[2-[6-(2-methoxypyrimidin-5-yl)-2-pyridyl]-2-(1-methylpyrazol-4-yl)propyl]isoxazole-3-carboxamide FC1=C(C=CC(=C1)F)C1=CC(=NO1)C(=O)NCC(C)(C=1C=NN(C1)C)C1=NC(=CC=C1)C=1C=NC(=NC1)OC